N1C(=NC2=C1C=CC=C2)CCNCCN2N=C(C(=C2)C(=O)NCC2=NC=CC=C2F)C(F)(F)F 1-(2-{[2-(1H-1,3-Benzodiazol-2-yl)ethyl]amino}ethyl)-N-[(3-fluoropyridin-2-yl)methyl]-3-(trifluoromethyl)-1H-pyrazole-4-carboxamide